2-[(5-bromo-7-methyl-indazol-1-yl)methoxy]ethyl-trimethyl-silane BrC=1C=C2C=NN(C2=C(C1)C)COCC[Si](C)(C)C